(1R,3R,5R)-N-((R)-(2,5-difluoro-4-(trifluoromethyl)phenyl)(oxetan-3-yl)methyl)-2-(5-(trifluoromethyl)isoxazole-3-carbonyl)-2-azabicyclo[3.1.0]hexane-3-carboxamide FC1=C(C=C(C(=C1)C(F)(F)F)F)[C@H](NC(=O)[C@@H]1N([C@@H]2C[C@@H]2C1)C(=O)C1=NOC(=C1)C(F)(F)F)C1COC1